terbium-Aluminum [Al].[Tb]